CC1=NN(C(=C1)C1=NSC=2C1=NC(=CC2C2OCCC(C2)C#N)N2[C@@H](COCC2)C)C2OCCCC2 (3-(3-methyl-1-(tetrahydro-2H-pyran-2-yl)-1H-pyrazol-5-yl)-5-((R)-3-methylmorpholino)isothiazolo[4,5-b]pyridin-7-yl)tetrahydro-2H-pyran-4-carbonitrile